stearoyl gluconate O=C([C@H](O)[C@@H](O)[C@H](O)[C@H](O)CO)OC(CCCCCCCCCCCCCCCCC)=O